3-fluoro-N,N-bis(4-methoxybenzyl)-4-methyl-5-(trifluoromethyl)pyridin-2-amine FC=1C(=NC=C(C1C)C(F)(F)F)N(CC1=CC=C(C=C1)OC)CC1=CC=C(C=C1)OC